ClC1=C(N=C(S1)O)C1C(N(CCC1)C(=O)[O-])COC1CCC(CC1)C1=CC=CC=C1 3-(5-chloro-2-hydroxythiazol-4-yl)-2-(((4-phenylcyclohexyl) oxy)methyl)piperidine-1-carboxylate